C(C)(C)(C)NC(C(\C=C\C1=CC=CC=C1)(F)F)=O (E)-N-tertiary butyl-4-phenyl-2,2-difluoro-3-butenamide